methyl 2-[(3R)-3-methylmorpholin-4-yl]-8-[1-(tetrahydro-2H-pyran-2-yl)-1H-pyrazol-5-yl]-1,7-naphthyridine-4-carboxylate C[C@H]1N(CCOC1)C1=NC2=C(N=CC=C2C(=C1)C(=O)OC)C1=CC=NN1C1OCCCC1